4-[3-[2,6-dichloro-4-(3,3-dimethoxyazetidin-1-yl)benzoyl]-2,4-dihydro-1,3-benzoxazin-8-yl]-2-(3-oxa-8-azabicyclo[3.2.1]octan-8-yl)benzoic acid ClC1=C(C(=O)N2COC3=C(C2)C=CC=C3C3=CC(=C(C(=O)O)C=C3)N3C2COCC3CC2)C(=CC(=C1)N1CC(C1)(OC)OC)Cl